2-(1,5,6,8,12-pentazatricyclo[8.4.0.02,7]tetradeca-2,4,6-trien-4-yl)phenol N12C3=CC(=NN=C3NCC2CNCC1)C1=C(C=CC=C1)O